Methyl 2-(7-(azetidin-3-yl)-1-(cyclopropylmethyl)-1H-indol-2-yl)-4-methoxy-3-methylpyrazolo[1,5-a]pyridine-6-carboxylate N1CC(C1)C=1C=CC=C2C=C(N(C12)CC1CC1)C1=NN2C(C(=CC(=C2)C(=O)OC)OC)=C1C